N-Propanoylneuraminic Acid CCC(=O)N[C@@H]1[C@H](C[C@@](O[C@H]1[C@@H]([C@@H](CO)O)O)(C(=O)O)O)O